C1C[C@@H](OC1)C(=O)O (R)-(+)-2-TETRAHYDROFUROIC ACID